COC1=CC=C(C=N1)C1=CNC2=NC=C(C=C21)C=2C(=NN(C2)C2CCN(CC2)C)C 3-(6-methoxy-pyridin-3-yl)-5-(3-methyl-1-(1-methylpiperidin-4-yl)-1H-pyrazol-4-yl)-1H-pyrrolo[2,3-b]pyridine